C[S+](CC[C@@H](NC(CCCCCCCCCCCCCCCCC)=O)C(=O)O)C S-methyl-N-octadecanoyl-D-methionine